CC1=CC=C(C=C1)S(=O)(=O)OC1=CC=C(C=C1)NC(C1=CC(=CC=C1)C1=CC=C2C(=N1)N=NN2)=O 4-(3-(1H-[1,2,3]triazolo[4,5-b]pyridin-5-yl)benzamido)phenyl 4-methylbenzenesulfonate